2-((tert-Butoxycarbonyl)amino)-6-(3,5-dichlorophenyl)isonicotinic acid methyl ester COC(C1=CC(=NC(=C1)C1=CC(=CC(=C1)Cl)Cl)NC(=O)OC(C)(C)C)=O